ClC1=C(CC#N)C(=CC=C1)Cl 2,6-dichlorobenzyl cyanide